C(#N)C1CC2(C1)C[C@H](N(CC2)CC2=C1C=CNC1=C(C=C2C2CC2)C)C2=CC=C(C(=O)N[C@H]1CNCCC1)C=C2 4-((2R,4s,6S)-2-cyano-7-((5-cyclopropyl-7-methyl-1H-indol-4-yl)methyl)-7-azaspiro[3.5]nonan-6-yl)-N-((R)-piperidin-3-yl)benzamide